C(=O)O.ClC=1C=CC=C2C=CC=C(C12)C=1CCC=2C(=NC(=NC2C1)OC[C@H]1N(CCC1)C)N1C[C@@H](N(CC1)C(C(=C)F)=O)CC#N 2-((S)-4-(7-(8-chloronaphthalen-1-yl)-2-(((S)-1-methylpyrrolidin-2-yl)methoxy)-5,6-dihydroquinazolin-4-yl)-1-(2-fluoroacryloyl)piperazin-2-yl)acetonitrile formate